(5-methylthiazol-4-yl)-6-(3-phenylpropoxy)-2-(pyridin-3-yl)-1H-inden-1-one CC1=C(N=CS1)C1=C(C(C2=CC(=CC=C12)OCCCC1=CC=CC=C1)=O)C=1C=NC=CC1